propenyl-ethoxysilane C(=CC)[SiH2]OCC